N1=CC=C(C=C1)C(C)NC=1C2=C(N=CN1)C=NC=C2 N-[1-(pyridin-4-yl)ethyl]pyrido[3,4-d]pyrimidin-4-amine